C(C)(C)(C)OC(=O)N1C(CC2(CC1)OCCC1=C2SC(=C1COC)C=O)C 2-formyl-3-(methoxymethyl)-2'-methyl-spiro[4,5-dihydrothieno[2,3-c]pyran-7,4'-piperidine]-1'-carboxylic acid tert-butyl ester